4-(2-(piperazin-1-yl)-6-(quinolin-3-yl)pyrimidin-4-yl)morpholine N1(CCNCC1)C1=NC(=CC(=N1)N1CCOCC1)C=1C=NC2=CC=CC=C2C1